2-(4-(Difluoromethyl)phenyl)-4-methylquinoline-7-carbonitrile FC(C1=CC=C(C=C1)C1=NC2=CC(=CC=C2C(=C1)C)C#N)F